CN1[C@H]2[C@@](CCC1)(CCC2)COC2=NC1=C(C(=C(C=C1C(=N2)N2CC1CCC(C2)N1)Cl)C1=CC(=CC2=CC=CC=C12)O)F 4-(2-{[(4aS,7aR)-1-methyl-octahydro-1H-cyclopenta[b]pyridin-4a-yl]methoxy}-6-chloro-4-{3,8-diazabicyclo[3.2.1]octan-3-yl}-8-fluoroquinazolin-7-yl)naphthalen-2-ol